CC1=C(C=CC=C1N)N 2-methyl-1,3-benzenediamine